C(C)C=1C=C(C(=C(C[N+]2(CC[N+](CC2)(CC2=C(C(=CC(=C2)CC)OC)OCCCCCCCC)[O-])[O-])C1)OCCCCCCCC)OC 1,4-Bis(5-ethyl-3-methoxy-2-octyloxybenzyl)piperazin-1,4-dioxid